FC(C=1C(=NC=C(C1)C(F)(F)F)NN)(F)F [3,5-bis(trifluoromethyl)-2-pyridyl]hydrazine